ClC=1C=C(NC2(CCC3(C(=CC4=CC(=C(C=C34)C)C)C[C@H](COCC3=CC=C(C=C3)OC)C)CC2)C(=O)OC)C=CC1 methyl (1r,4R)-4-(3-chloroanilino)-2'-{(2R)-3-[(4-methoxyphenyl)methoxy]-2-methylpropyl}-5',6'-dimethylspiro[cyclohexane-1,1'-indene]-4-carboxylate